BrC1=CC(=NC=C1Cl)NC(CC1=C(C(=O)NC)C=CC=C1)=O (2-((4-bromo-5-chloropyridin-2-yl)amino)-2-oxoethyl)-N-methylbenzamide